C(C)(C)[Si](C#CC1=CC=CC2=CC(=CC(=C12)B1OC(C(O1)(C)C)(C)C)C(F)F)(C(C)C)C(C)C triisopropyl-((6-(difluoromethyl)-8-(4,4,5,5-tetramethyl-1,3,2-dioxaborolan-2-yl)naphthalen-1-yl)ethynyl)silane